C(C)(C)(C)OC(=O)N(C=1C2=C(N=NC1)C(=C(S2)C[C@H](CCOC(F)F)NC(OC(C)(C)C)=O)C)CC=2SC=CC2 tert-butyl N-[(2S)-1-{4-[(tert-butoxycarbonyl)(thiophen-2-ylmethyl)amino]-7-methylthieno[3,2-c]pyridazin-6-yl}-4-(difluoromethoxy)butan-2-yl]carbamate